BrC1=C(N=CN1C)C1=CC=CC=C1 5-bromo-1-methyl-4-phenyl-imidazole